C1=C(C2=C(C(=C1O)O)C(=O)C(=O)C=C2O)O 2,5,7,8-tetrahydroxynaphthoquinone